1-propene C=CC